benzyl (2S,4R)-4-[tert-butyl(dimethyl)silyl]oxy-2-[5-[2-(4-chlorophenyl)ethynyl]-1H-imidazol-2-yl]pyrrolidine-1-carboxylate [Si](C)(C)(C(C)(C)C)O[C@@H]1C[C@H](N(C1)C(=O)OCC1=CC=CC=C1)C=1NC(=CN1)C#CC1=CC=C(C=C1)Cl